BrC=1C(=C(C=C(C1)C)C(CC(=O)N1CCCCC1)=O)O 1-(3-bromo-2-hydroxy-5-methyl-phenyl)-3-(1-piperidyl)propane-1,3-dione